1-cyclohexyl-1-ethyl n-butyrate C(CCC)(=O)OC(C)C1CCCCC1